C(C)OC(=O)[C@@H]1CN(CCCC1=O)C(=O)OC(C)(C)C |r| (+/-)-4-oxo-azepane-1,3-dicarboxylic acid 1-tert-butyl 3-ethyl ester